[18F]-fluoro-2-deoxy-glucose [18F]C(=O)C[C@@H](O)[C@H](O)[C@H](O)CO